N6-Methyl-2'-deoxyadenosine tert-butyl-N-[2-(4-{2-[(4-{[6-(5-chloro-2-fluorophenyl)-3-methylpyridazin-4-yl]amino}pyridin-2-yl)carbamoyl]ethyl}piperazin-1-yl)ethyl]carbamate C(C)(C)(C)N(C(=O)OC[C@@H]1[C@H](C[C@@H](O1)N1C=NC=2C(NC)=NC=NC12)O)CCN1CCN(CC1)CCC(NC1=NC=CC(=C1)NC1=C(N=NC(=C1)C1=C(C=CC(=C1)Cl)F)C)=O